ClN(S(=O)=O)Cl N,N-dichloro-sulfonamide